5-Fluoro-3-{[(2R)-1-propylpyrrolidin-2-yl]methyl}-1H-indole FC=1C=C2C(=CNC2=CC1)C[C@@H]1N(CCC1)CCC